phenylcarbonyl-(tert-butylcarbonyl)diazomethane C1(=CC=CC=C1)C(=O)C(=[N+]=[N-])C(=O)C(C)(C)C